CNC=1C(=CC=CC1)N N1-methylbenzene-1,2-diamine